7H-pyrazolo[3,4-b]pyridin-6-one N=1N=CC=2C1NC(CC2)=O